[Si](C)(C)(C(C)(C)C)O[C@@H]1C[C@H](N(C1)C(C(C(C)C)C1=CC(=NO1)CCCO)=O)C(=O)N[C@@H](C)C1=CC=C(C=C1)C1=C(N=CS1)C (2S,4R)-4-((tert-butyldimethylsilyl)oxy)-1-(2-(3-(3-hydroxypropyl)isoxazol-5-yl)-3-methylbutanoyl)N-((S)-1-(4-(4-methylthiazol-5-yl)phenyl)ethyl)pyrrolidine-2-carboxamide